ClC1=C(OCC2=NC=CC(=N2)OC2CCN(CC2)CC2=NC3=C(N2C[C@H]2OCC2)C=C(C=C3)C(=O)OC)C=CC(=C1)Cl Methyl (S)-2-((4-((2-((2,4-dichlorophenoxy)methyl)pyrimidin-4-yl)oxy)piperidin-1-yl)methyl)-1-(oxetan-2-ylmethyl)-1H-benzo[d]imidazole-6-carboxylate